IC=1C=C2CN(C(C2=CC1)=O)C1C(NC(CC1)=O)=O 3-(5-Iodo-1-oxo-3H-isoindol-2-yl)piperidine-2,6-dione